C(CCC)SC=1C=C2C(=NC1)NN=C2 5-butylsulfanyl-1H-pyrazolo[3,4-b]pyridine